5-fluoro-2-(4-(piperidin-1-yl)styryl)benzo[d]thiazole FC=1C=CC2=C(N=C(S2)C=CC2=CC=C(C=C2)N2CCCCC2)C1